CC=1OC2=C(C1C(=O)O)C=C(C=C2)OCC=2N(C(C=CC2)=O)C 2-methyl-5-((1-methyl-6-oxo-1,6-dihydropyridin-2-yl)methoxy)benzofuran-3-carboxylic acid